CN1C=CC2=CC=C(C=C12)C(C1=NC=CC=C1)C1=CC=CC=C1 1-methyl-6-(phenyl-(pyridin-2-yl)methyl)-1H-indole